N-((1r,4r)-4-(difluoromethoxy)cyclohexyl)-5-(pyrazolo[1,5-a]pyridin-5-yl)-7H-pyrrolo[2,3-d]pyrimidin-2-amine FC(OC1CCC(CC1)NC=1N=CC2=C(N1)NC=C2C2=CC=1N(C=C2)N=CC1)F